C1OCC12CN(CCC2)CC(=O)NC=2C=C(C(=NC2)C)NC(=O)C=2C=NN1C2SC(=C1)C=1C=NN(C1)C N-(5-(2-(2-oxa-6-azaspiro[3.5]nonan-6-yl)acetamido)-2-methylpyridin-3-yl)-2-(1-methyl-1H-pyrazol-4-yl)pyrazolo[5,1-b]thiazole-7-carboxamide